C1(=CC=CC=C1)C(C)(C)OC(=O)[C@H]1N(CCC1)CCCC(=O)O 4-((S)-2-(((2-phenylpropan-2-yl)oxy)carbonyl)pyrrolidin-1-yl)butanoic acid